N1=CC(=CC=C1)/C=C/S(=O)(=O)N1C(C=CCC1)=O (E)-1-((2-(pyridin-3-yl)vinyl)sulfonyl)-5,6-dihydropyridin-2(1H)-one